tert-butyl (2-((2-nitrobenzyl)amino)phenyl)carbamate [N+](=O)([O-])C1=C(CNC2=C(C=CC=C2)NC(OC(C)(C)C)=O)C=CC=C1